(Z)-5-((1H-pyrrolo[3,2-c]pyridin-3-yl)methylene)-3-isopropyl-2-thioxoimidazolidin-4-one N1C=C(C=2C=NC=CC21)\C=C/2\C(N(C(N2)=S)C(C)C)=O